(S)-(6-(3-chloro-1H-pyrazol-4-yl)-1-(2-(ethyl(2,2,2-trifluoroethyl)amino)ethyl)-1H-indol-3-yl)(6-methoxychroman-3-yl)methanone ClC1=NNC=C1C1=CC=C2C(=CN(C2=C1)CCN(CC(F)(F)F)CC)C(=O)[C@@H]1COC2=CC=C(C=C2C1)OC